((2-(3'-(7-cyano-5-((3-cyanopyrrolidin-1-yl)methyl)benzo[d]oxazol-2-yl)-2,2'-dimethyl-[1,1'-biphenyl]-3-yl)-6-(difluoromethoxy)benzo[d]oxazol-5-yl)methyl)-D-proline C(#N)C1=CC(=CC=2N=C(OC21)C=2C(=C(C=CC2)C2=C(C(=CC=C2)C=2OC1=C(N2)C=C(C(=C1)OC(F)F)CN1[C@H](CCC1)C(=O)O)C)C)CN1CC(CC1)C#N